C(C)(=O)[O-].C(C)(=O)[O-].C1(=CC=CC=C1)[Sb+2](C1=CC=CC=C1)C1=CC=CC=C1 triphenyl-antimony diacetate